COC1=C(CNS(=O)(=O)CCCC2=CC3=C(N(C(N3C)=O)C3C(NC(CC3)=O)=O)C=C2)C=C(C=C1)OC N-(2,5-dimethoxybenzyl)-3-(1-(2,6-dioxopiperidin-3-yl)-3-methyl-2-oxo-2,3-dihydro-1H-benzo[d]imidazol-5-yl)propane-1-sulfonamide